ClC=1C=C(C=CC1)C=1N=CC(=NC1)N1CCC2(CN3N([C@@H](CC3)C3=CC(=CC(=C3)F)F)C2=O)CC1 (S)-1-(5-(3-chlorophenyl)pyrazin-2-yl)-7'-(3,5-difluorophenyl)dihydro-1'H,3'H,5'H-spiro[piperidine-4,2'-pyrazolo[1,2-a]pyrazol]-1'-one